BrC=1C=CC2=C(N(C(O2)=O)CC2CC2)C1 5-bromo-3-(cyclopropylmethyl)-1,3-benzoxazol-2(3H)-one